CC([C@@H](C(=O)O)CN(C(=O)C1[N@](C1)C(C1=CC=CC=C1)(C1=CC=CC=C1)C1=CC=CC=C1)C)C (R)-3-methyl-2-(((S)-N-methyl-1-trityl-aziridine-2-carboxamido)methyl)butanoic acid